azetidin-3-ylmethyl 2-[1-methyl-4-[6-[5-(6-methyl-2-pyridyl)-1H-imidazol-4-yl]-3-quinolyl]piperazin-2-yl]acetate CN1C(CN(CC1)C=1C=NC2=CC=C(C=C2C1)C=1N=CNC1C1=NC(=CC=C1)C)CC(=O)OCC1CNC1